Ethyl 4-(3-(5-formyl-1H-imidazol-1-yl)propyl)benzoate C(=O)C1=CN=CN1CCCC1=CC=C(C(=O)OCC)C=C1